C(CCCCCCCCCCCC)(=O)OCCl chloromethyl tridecanoate